FC(C=1C=C(CN2C=C(C=3C2=NC=CC3)C=O)C=C(C1)C(F)(F)F)(F)F 1-(3,5-bis(trifluoromethyl)benzyl)-1H-pyrrolo[2,3-b]pyridine-3-carboxaldehyde